Ethyl ((((1S,4R)-4-(2-amino-6-methoxy-9H-purin-9-yl)cyclopent-2-en-1-yl)methoxy)(4-bromophenoxy)phosphoryl)-L-alaninate NC1=NC(=C2N=CN(C2=N1)[C@H]1C=C[C@H](C1)COP(=O)(OC1=CC=C(C=C1)Br)N[C@@H](C)C(=O)OCC)OC